3-Hydroxy-6-methyl-10-(2-methyl-pyridin-3-yl)-6,7-dihydro-4,6-diaza-dibenzo[a,c]cyclohepten-5-one OC=1C=CC2=C(C(N(CC3=C2C=C(C=C3)C=3C(=NC=CC3)C)C)=O)N1